dimethylsilyl-bis(cyclopentadienyl-cyclopentadienyl)zirconium dichloride [Cl-].[Cl-].C[SiH](C)[Zr+2](C1(C=CC=C1)C1C=CC=C1)C1(C=CC=C1)C1C=CC=C1